ClC=1C(=CC(=C(C1)C(CC)=O)O[C@@H](CF)CO)F (R)-1-(5-chloro-4-fluoro-2-(1-fluoro-3-hydroxypropan-2-yloxy)phenyl)propan-1-one